FC=1C=C2C(NN=C(C2=CC1F)C(C)N(C(=O)C=1NC2=CC(=CC(=C2C1)C(F)F)F)C)=O N-(1-(6,7-Difluoro-4-oxo-3,4-dihydrophthalazin-1-yl)ethyl)-4-(difluoromethyl)-6-fluoro-N-methyl-1H-indole-2-carboxamide